4-methyl-2,3,4,5-tetrahydro-1H-benzofuro[2,3-d]azepine CC1NCCC2=C(C1)OC1=C2C=CC=C1